alpha,alpha,4-trimethyl-3-cyclohexene-1-methanol CC(O)(C1CC=C(CC1)C)C